(1-methyl-1H-pyrazol-4-yl)benzoic acid methyl ester COC(C1=C(C=CC=C1)C=1C=NN(C1)C)=O